C(C)(=O)NC=1N=C2N(N=C(C=C2)C=2C=C(C(=NC2)C)C(=O)NCC2=C(C=CC(=C2)C(F)(F)F)F)C1C 5-{2-acetamido-3-methylimidazo[1,2-b]pyridazin-6-yl}-N-{[2-fluoro-5-(trifluoromethyl)phenyl]methyl}-2-methylpyridine-3-carboxamide